(S)-6-((4-((2-hydroxy-1-phenylethyl)amino)-5-(3-methyl-1,2,4-oxadiazol-5-yl)pyrimidin-2-yl)amino)-3,4-dihydroisoquinolin-1(2H)-one OC[C@H](C1=CC=CC=C1)NC1=NC(=NC=C1C1=NC(=NO1)C)NC=1C=C2CCNC(C2=CC1)=O